6-(2-chlorophenyl)-2-((3-methoxyphenyl)amino)-8-methyl-5-vinylpyrido[2,3-d]pyrimidin-7(8H)-one ClC1=C(C=CC=C1)C1=C(C2=C(N=C(N=C2)NC2=CC(=CC=C2)OC)N(C1=O)C)C=C